1-(4-fluoro-2-methylbenzyl)guanidine hydrochloride Cl.FC1=CC(=C(CNC(=N)N)C=C1)C